COC(COC1=C(N=NC=C1)C(=O)[O-])=O (2-methoxy-2-oxo-ethoxy)pyridazine-3-carboxylate